N(=NC1(CCCCC1)C(=O)[O-])C1(CCCCC1)C(=O)[O-] 1,1'-azobis1-cyclohexanecarboxylate